N-(1-(2-(1,1-difluoroethyl)-6-(pyrimidin-5-yloxy)pyrimidin-4-yl)-1H-pyrrolo[3,2-c]pyridin-6-yl)acetamide trifluoroacetate FC(C(=O)O)(F)F.FC(C)(F)C1=NC(=CC(=N1)N1C=CC=2C=NC(=CC21)NC(C)=O)OC=2C=NC=NC2